O=C1NC2(CC(C2)C(=O)OC(C)(C)C)CO1 tert-butyl (2r,4r)-6-oxo-7-oxa-5-azaspiro[3.4]octane-2-carboxylate